5-(carboxyhydroxylmethyl)uridin C(=O)(O)C(C=1C(NC(N([C@H]2[C@H](O)[C@H](O)[C@@H](CO)O2)C1)=O)=O)O